FC=1C=CC=C2CCO[C@H](C12)CNC (R)-1-(8-fluoroisochroman-1-yl)-N-methylmethanamine